9β,10α-pregnane-4,6-diene-3,20-dione CC([C@H]1CC[C@H]2[C@@H]3C=CC4=CC(CC[C@@]4(C)[C@@H]3CC[C@]12C)=O)=O